OCC1=CC=CC(=N1)C(=O)N(C1=CC=C(C=C1)C)C 6-(hydroxymethyl)-N-methyl-N-(p-tolyl)picolinic acid amide